BrC=1C(=NC(=CC1)Cl)C1(CC1)C(=O)OC methyl 1-(3-bromo-6-chloropyridin-2-yl)cyclopropane-1-carboxylate